(R)-5-cyclopropyl-N-(1-cyclopropylpiperidin-3-yl)-6-(2-(ethoxymethoxy)-4-ethynylphenyl)-1,2,4-triazin-3-amine C1(CC1)C=1N=C(N=NC1C1=C(C=C(C=C1)C#C)OCOCC)N[C@H]1CN(CCC1)C1CC1